C(N)(=O)C1=C(C(=CC=C1Cl)CC)NC(=O)C=1N(N=C(C1)CSC)C1=NC=CC=C1Cl N-(2-carbamoyl-chloro-6-ethyl-phenyl)-2-(3-chloro-2-pyridyl)-5-(methylsulfanylmethyl)pyrazole-3-carboxamide